5-[4-chloro-5-(difluoromethyl)-2-[(3S)-3-(morpholinomethyl)-3,4-dihydro-1H-isoquinoline-2-carbonyl]phenyl]-1,2-dimethyl-pyrrole-3-carbonyl chloride ClC1=CC(=C(C=C1C(F)F)C1=CC(=C(N1C)C)C(=O)Cl)C(=O)N1CC2=CC=CC=C2C[C@H]1CN1CCOCC1